N1C=C(C2=CC=CC=C12)CCNC1=NC=NC=C1OCCNC1COC1 N-[2-(1H-indol-3-yl)ethyl]-5-[2-(oxetan-3-ylamino)ethoxy]pyrimidin-4-amine